C(=O)C=1C=NN(C1N1CCC(CC1)NC(C1=CC=C(C=C1)C1=NC=CC2=C1C=CO2)=O)C N-[1-(4-formyl-1-methyl-1H-pyrazol-5-yl)piperidin-4-yl]-4-(furo[3,2-c]pyridin-4-yl)benzamide